O[C@H](C(C(=O)[O-])(C)C)C (S)-3-hydroxy-2,2-dimethylbutanoate